1-(2-(2-bromoethoxy)phenyl)-5-(2,4-dichlorophenyl)-1,4-pentadien-3-one BrCCOC1=C(C=CC=C1)C=CC(C=CC1=C(C=C(C=C1)Cl)Cl)=O